N-(2-(6-fluoro-4-methoxy-1H-indazol-3-yl)ethyl)-N-methylpropan-2-amine fumarate C(\C=C\C(=O)O)(=O)O.FC1=CC(=C2C(=NNC2=C1)CCN(C(C)C)C)OC